CN(/C=C(/C(=O)C1=CC=C(C2=CC=CC=C12)OC)\C1=CC=C(C=C1)F)C (E)-3-(dimethylamino)-1-(4-methoxynaphthalene-1-yl)-2-(4-fluorophenyl)prop-2-ene-1-one